1'-((7-ethyl-4-fluoro-6-oxo-5,6-dihydro-1,5-naphthyridin-3-yl)methyl)-N-methyl-1',2',3',6'-tetrahydro-[3,4'-bipyridine]-2',2',6',6'-d4-6-carboxamide C(C)C=1C(NC=2C(=C(C=NC2C1)CN1C(CC(=CC1([2H])[2H])C=1C=NC(=CC1)C(=O)NC)([2H])[2H])F)=O